5-(3-(2-fluoroethyl)-2-methyl-3H-imidazo[4,5-b]pyridin-5-yl)-N-(trans-4-methoxycyclohexyl)pyrrolo[2,1-f][1,2,4]triazin-2-amine FCCN1C(=NC=2C1=NC(=CC2)C=2C=CN1N=C(N=CC12)N[C@@H]1CC[C@H](CC1)OC)C